CC(C)NC(O[C@H]1C[C@H](CC1)C1=CC(=NN1)NC(CC=1SC(=CN1)C)=O)=O (1R,3S)-3-(3-{[(5-methyl-1,3-thiazol-2-yl)acetyl]-amino}-1H-pyrazol-5-yl)cyclopentyl propan-2-ylcarbamate